2-(4-(2-(4-(1-(2-ethoxyethyl)-1H-benzo[d]imidazol-2-yl)piperidin-1-yl)ethyl)phenyl)-2-methylpropanoic acid C(C)OCCN1C(=NC2=C1C=CC=C2)C2CCN(CC2)CCC2=CC=C(C=C2)C(C(=O)O)(C)C